ClC=1N([CH-]N(C1Cl)C1=C(C=CC=C1C(CCC)CCC)C(CCC)CCC)C1=C(C=CC=C1C(CCC)CCC)C(CCC)CCC 4,5-dichloro-1,3-bis[2,6-di(heptan-4-yl)phenyl]-2H-imidazol-2-ide